rel-(4aR,8S,8aS)-6-[3-[[2-fluoro-4-(trifluoromethyl)phenyl]methoxy]azetidine-1-carbonyl]-8-methyl-4,4a,5,7,8,8a-hexahydropyrido[4,3-b][1,4]oxazin-3-one FC1=C(C=CC(=C1)C(F)(F)F)COC1CN(C1)C(=O)N1C[C@@H]2[C@@H](OCC(N2)=O)[C@H](C1)C |o1:21,22,28|